2-trimethylsilylethyl N-[4-methoxy-5-[[4-(1-methylindol-3-yl)pyrimidin-2-yl] amino]-2-[methyl-[2-[methyl-[3-(methylaminooxy) propyl]amino]ethyl]amino]phenyl]carbamate COC1=CC(=C(C=C1NC1=NC=CC(=N1)C1=CN(C2=CC=CC=C12)C)NC(OCC[Si](C)(C)C)=O)N(CCN(CCCONC)C)C